diethyl-diaminomethylbenzene C(C)C=1C(=C(C=CC1)C(N)N)CC